3-[[5-[5-(difluoromethyl)-1,3,4-oxadiazol-2-yl]thiazol-2-yl]methyl]-1H-pyrrolo[2,3-c]pyridin-2-ol FC(C1=NN=C(O1)C1=CN=C(S1)CC1=C(NC2=CN=CC=C21)O)F